3,7-bis(difluoromethyl)-5-(3,4-dimethylphenyl)pyrazolo[1,5-a]pyrimidine FC(C=1C=NN2C1N=C(C=C2C(F)F)C2=CC(=C(C=C2)C)C)F